Methyl 3-(((1r,4r)-4-((4-(3-((2-((S)-1-hydroxyethyl)-1H-imidazol-1-yl)methyl)isoxazol-5-yl)phenyl)ethynyl)cyclohexyl)amino)propanoate O[C@H](C)C=1N(C=CN1)CC1=NOC(=C1)C1=CC=C(C=C1)C#CC1CCC(CC1)NCCC(=O)OC